O1CCC(CC1)CN1C[C@@H]2[C@H](C1)CC(C2)NC=2N=CC(=NC2)C2=CC=C(C=C2)NC(C)=O N-[4-[5-[[(3aR,5s,6aS)-2-(tetra-hydropyran-4-ylmethyl)-3,3a,4,5,6,6a-hexahydro-1H-cyclopenta[c]pyrrol-5-yl]amino]pyrazin-2-yl]phenyl]acetamide